methyl (2R,4S,5R,6R)-4-acetoxy-6-((1S,2R)-2-acetoxy-3-azido-1-fluoropropyl)-5-(N-(tert-butoxycarbonyl)acetamido)-2-(p-tolylthio)tetrahydro-2H-pyran-2-carboxylate C(C)(=O)O[C@H]1C[C@](O[C@H]([C@@H]1N(C(C)=O)C(=O)OC(C)(C)C)[C@H]([C@@H](CN=[N+]=[N-])OC(C)=O)F)(C(=O)OC)SC1=CC=C(C=C1)C